2-tert-Butyl-9,10-di(2-naphthyl)anthracene C(C)(C)(C)C1=CC2=C(C3=CC=CC=C3C(=C2C=C1)C1=CC2=CC=CC=C2C=C1)C1=CC2=CC=CC=C2C=C1